ClC1=C(C=C(C=C1)[C@@H]1NOCC1)OCC1=CC(=CC=C1)F (R)-3-(4-chloro-3-((3-fluorobenzyl)oxy)phenyl)isoxazolidine